2-[3-methoxy-4-(4-methyl-benzyloxy)-phenyl]-2,3-dihydroquinazolin-4(1H)-one COC=1C=C(C=CC1OCC1=CC=C(C=C1)C)C1NC2=CC=CC=C2C(N1)=O